ClC=1C=CC(=C(C1)NC1=C(C(=O)NC2=CC(=NN2C)C(F)(F)F)C=CC=C1)C 2-((5-Chloro-2-methylphenyl)amino)-N-(1-methyl-3-(trifluoromethyl)-1H-pyrazol-5-yl)benzamide